amino-iodo-pyridine NC=1C(=NC=CC1)I